ClC=1C=C(C=CC1)C=1NC(=C(C1)C(=O)NCCN1CCN(CC1)C)C1=CC=CC=C1 (3-chlorophenyl)-N-(2-(4-methylpiperazin-1-yl)ethyl)-5-phenylAzole-4-carboxamide